Oxetan-3-yl (2-amino-5-(thiophen-2-yl)phenyl)carbamate NC1=C(C=C(C=C1)C=1SC=CC1)NC(OC1COC1)=O